8-chloro-5H-indeno[1,2-b]pyridin-5-one ClC1=CC=C2C(C=3C(=NC=CC3)C2=C1)=O